2-benzamido-4-(4-(5-(4-ethylbenzyl)-2,4-dioxothiazolidin-3-yl)butanamido)benzoic acid C(C1=CC=CC=C1)(=O)NC1=C(C(=O)O)C=CC(=C1)NC(CCCN1C(SC(C1=O)CC1=CC=C(C=C1)CC)=O)=O